tert-Butyl 7-chloro-11,11-dideutero-9-oxo-3,4,11,11a-tetrahydro-1H-pyrazino[1',2':3,4]imidazo[1,2-c]pyrimidine-2(9H)-carboxylate ClC=1C=C2N(C(N1)=O)C(C1N2CCN(C1)C(=O)OC(C)(C)C)([2H])[2H]